N-{2-[(2-acetamidopyridin-4-yl)ethynyl]pyridin-3-yl}-2,2,2-trifluoroacetamide C(C)(=O)NC1=NC=CC(=C1)C#CC1=NC=CC=C1NC(C(F)(F)F)=O